6-chloro-5-(trifluoromethyl)pyridin-2-amine ClC1=C(C=CC(=N1)N)C(F)(F)F